C1(CCCC1)NC=1C2=C(N=CN1)OC(=C2C=2C=CC(=C(C2)NC(C=C)=O)N2C[C@@H](CC2)N(C)C)C2=CC=CC=C2 N-{5-[4-(Cyclopentylamino)-6-phenylfuro[2,3-d]pyrimidin-5-yl]-2-[(3R)-3-(dimethylamino)pyrrolidin-1-yl]phenyl}prop-2-enamide